C(C)OC(C)N1N=C(C=2C1=NC=C(C2)C(=O)NC2CN(CC2C2=CC(=CC=C2)C(F)(F)F)C)C2=CC(=NC=C2)C 1-(1-ethoxyethyl)-N-(1-methyl-4-(3-(trifluoromethyl)phenyl)pyrrolidin-3-yl)-3-(2-methylpyridin-4-yl)-1H-pyrazolo[3,4-b]Pyridine-5-amide